ClC1=CC=C(C=C1)[C@]1(CC[C@H]2N(CCN(C2)C(=O)C=2C(=NC(=CC2)N)C)C1)O [(7S,9aR)-7-(4-chlorophenyl)-7-hydroxy-3,4,6,8,9,9a-hexahydro-1H-pyrido[1,2-a]pyrazin-2-yl]-(6-amino-2-methylpyridin-3-yl)methanone